1-(deuteromethoxy)cyclopropan [2H]COC1CC1